CC1=C(C2=C(N=N1)SC1=C2N=CN=C1NCC1=CC=C(C=C1)C(C)(CC)O)C 2-[4-[[(3,4-dimethylpyrimidino[4',5':4,5]thieno[2,3-c]pyridazin-8-yl)amino]methyl]phenyl]butan-2-ol